N-(3-chlorobenzoyl)piperazine-1-carboxamide hydrochloride Cl.ClC=1C=C(C(=O)NC(=O)N2CCNCC2)C=CC1